FC1=C(C=CC=C1)C1=CN=CC(=N1)C#CC=1C=C(C(=O)N[C@@H]2[C@H](CCCC2)O)C=CC1C 3-{[6-(2-Fluorophenyl)pyrazin-2-yl]ethynyl}-N-[(1S,2S)-2-hydroxycyclohexyl]-4-methylbenzamide